tert-butyl N-[7-cyclopropyl-5-(isobutylsulfamoyl)-2,3-dihydro-1H-cyclopenta[a]naphthalen-1-yl]carbamate C1(CC1)C1=CC2=C(C=C3C(=C2C=C1)C(CC3)NC(OC(C)(C)C)=O)S(NCC(C)C)(=O)=O